[5-[5-[(1R)-1-(3,5-dichloro-4-pyridinyl)ethoxy]-1H-indazol-3-yl]-2-pyridinyl]-4,7-diazaspiro[2.5]octane-4-carboxamide ClC=1C=NC=C(C1[C@@H](C)OC=1C=C2C(=NNC2=CC1)C=1C=CC(=NC1)C1CC12N(CCNC2)C(=O)N)Cl